ClC1=CC(=C(N=N1)N)[C@@H]1[C@H](C1)CF 6-chloro-4-((1S,2S)-2-(fluoromethyl)Cyclopropyl)pyridazin-3-amine